O=C(CC=O)CCCCCCCCC 3-oxolauraldehyde